CC(O)(P(=O)(O)[O-])P(=O)(O)[O-] The molecule is an organophosphonate dianion resulting from the removal of a proton from one of the hydroxy groups of each of the phosphonic acid groups of etidronic acid. The major species at pH 7.3. It is a conjugate base of an etidronic acid.